4-[2-[4-[4-[(2,6-dioxo-3-piperidyl)amino]phenyl]cyclohexyl]acetyl]piperazin O=C1NC(CCC1NC1=CC=C(C=C1)C1CCC(CC1)CC(=O)N1CCNCC1)=O